β-(3,4-epoxycyclohexyl)ethyl-ethoxydimethylsilane C1(CC2C(CC1)O2)CC[Si](C)(C)OCC